ClC1=CC2=C(N=C(N=C2N2CCN(CC2)C(=O)OC(C)(C)C)S(=O)(=O)C)C(=N1)OC1=C2C=NN(C2=CC(=C1Cl)F)C1OCCCC1 tert-butyl 4-[6-chloro-8-(5-chloro-6-fluoro-1-tetrahydropyran-2-yl-indazol-4-yl) oxy-2-methylsulfonyl-pyrido[3,4-d]pyrimidin-4-yl]piperazine-1-carboxylate